C(C1=CC=CC=C1)OC(=O)N[C@H]1C[C@H](C[C@@H](C1)O)C(=O)OC methyl (1R,3S,5S)-3-{[(benzyloxy) carbonyl] amino}-5-hydroxycyclohexane-1-carboxylate